CC1=CN=C2C[C@H](CNC2=C1)[C@H](NC([C@@H](C)C1=CC(=CC=C1)C=1C=NOC1)=O)C1=CC=CC=C1 (2S)-N-[(S)-[(3R)-7-methyl-1,2,3,4-tetrahydro-1,5-naphthyridin-3-yl](phenyl)methyl]-2-[3-(1,2-oxazol-4-yl)phenyl]propanamide